CC1=C(C(=O)NC=2OC=NN2)C=CC(=C1SC)C(F)(F)F 2-methyl-3-(methylsulfanyl)-N-(1,3,4-oxadiazol-2-yl)-4-(trifluoromethyl)benzamide